sulfuric acid-d S(O[2H])(O)(=O)=O